6-(3-((1s,3R)-3-methyl-1-(4-methyl-4H-1,2,4-triazol-3-yl)cyclobutyl)phenyl)-2-(((S)-3-methylpiperidin-1-yl)methyl)-4-vinyl-1,6-dihydro-7H-pyrrolo[2,3-c]pyridin-7-one CC1CC(C1)(C1=NN=CN1C)C=1C=C(C=CC1)N1C(C2=C(C(=C1)C=C)C=C(N2)CN2C[C@H](CCC2)C)=O